4-chloro-5-(4-cyano-6-trifluoromethyl-pyridin-3-yl)-N-(2,6-dimethyl-phenyl)-2-methoxy-N-methyl-benzamide ClC1=CC(=C(C(=O)N(C)C2=C(C=CC=C2C)C)C=C1C=1C=NC(=CC1C#N)C(F)(F)F)OC